ClC1=CC=C(S1)C(=O)NC[C@H]1CN(C(O1)=O)C1=CC=C(C=C1)N1C(COCC1)=O 5-chloro-N-{[(5S)-2-oxo-3-[4-(3-oxomorpholin-4-yl)phenyl]oxazolidin-5-yl]methyl}thiophene-2-carboxamide